6-decyloxymethoxy-1,3-dimethylhexylmagnesium bromide C(CCCCCCCCC)OCOCCCC(CC(C)[Mg]Br)C